ClC=1C=C(C=C(C1OCCCl)Cl)C(C)(C)C1=CC=C(C=C1)C1=C(N=C(O1)NS(=O)(=O)C)C(=O)N (4-(2-(3,5-dichloro-4-(2-chloroethoxy)phenyl)propan-2-yl)phenyl)-2-(methylsulfonamido)oxazole-4-carboxamide